cis-methyl 4-[[(3S)-3-[4-[2-(2-amino-3-pyridyl)-5-(2-fluorophenyl)imidazo[4,5-b]pyridin-3-yl]phenyl]pyrrolidin-1-yl]methyl]cyclohexanecarboxylate NC1=NC=CC=C1C1=NC=2C(=NC(=CC2)C2=C(C=CC=C2)F)N1C1=CC=C(C=C1)[C@H]1CN(CC1)C[C@H]1CC[C@H](CC1)C(=O)OC